(trifluoromethyl)thieno[3,2-b]pyridin-5-amine FC(F)(F)C1=CC2=NC(=CC=C2S1)N